Tert-butyl N-[(5S)-5-amino-6-[[(1R)-3-(tert-butoxycarbonylamino)-1-[[tert-butyl(dimethyl)silyl]oxymethyl]propyl]amino]-6-oxohexyl]carbamate N[C@@H](CCCCNC(OC(C)(C)C)=O)C(=O)N[C@H](CCNC(=O)OC(C)(C)C)CO[Si](C)(C)C(C)(C)C